1-(1-(4-(difluoromethoxy)phenyl)ethyl)-4-(Propan-1-yn-1-yl)-1H-indazole-7-carboxylic acid methyl ester COC(=O)C=1C=CC(=C2C=NN(C12)C(C)C1=CC=C(C=C1)OC(F)F)C#CC